4-chloro-N-((1S,2R)-2-(3-ethyl-2-methylphenyl)-1-(5-oxo-4,5-dihydro-1,3,4-oxadiazol-2-yl)propyl)-2-methoxybenzenesulfonamide ClC1=CC(=C(C=C1)S(=O)(=O)N[C@@H]([C@H](C)C1=C(C(=CC=C1)CC)C)C=1OC(NN1)=O)OC